NC[C@@H]1OC(N2[C@@H]1COC1=C2C=CC(=C1)S(=O)(=O)N1CCN(CC1)C1=NC(=CC(=N1)C)C(F)(F)F)=O trans-3-(aminomethyl)-7-[4-[4-methyl-6-(trifluoromethyl)pyrimidin-2-yl]piperazin-1-yl]sulfonyl-3a,4-dihydro-3H-oxazolo[4,3-c][1,4]benzoxazin-1-one